2,6-dichloro-N-(3-(dimethylamino)propyl)-4-(8-hydroxyquinolin-6-yl)benzamide ClC1=C(C(=O)NCCCN(C)C)C(=CC(=C1)C=1C=C2C=CC=NC2=C(C1)O)Cl